(S)-6-oxo-N-(4-((4-(4-(trifluoromethyl)piperidin-1-yl)phenyl)amino)benzyl)piperidine-2-carboxamide benzyl-((3R)-2-(aminomethyl)-3-((tert-butoxycarbonyl)amino)butyl)(isopropyl)carbamate C(C1=CC=CC=C1)OC(N(C(C)C)CC([C@@H](C)NC(=O)OC(C)(C)C)CN)=O.O=C1CCC[C@H](N1)C(=O)NCC1=CC=C(C=C1)NC1=CC=C(C=C1)N1CCC(CC1)C(F)(F)F